3-{[(4-cyanophenyl)carbamoyl]amino}-3-(3-methoxyphenyl)propionic acid C(#N)C1=CC=C(C=C1)NC(=O)NC(CC(=O)O)C1=CC(=CC=C1)OC